5-mercapto-2,4-xylenol SC1=C(C=C(C(=C1)O)C)C